C(C=C)(=O)N1[C@@H](CN(C[C@@H]1C)C=1C2=C(N(C(N1)=O)C=1C(=NC=NC1C(C)C)C(C)C)N=C(C(=C2)F)C2=C(C=CC=C2O)F)C 4-(4-Acryloyl-cis-3,5-dimethylpiperazin-1-yl)-1-(4,6-diisopropylpyrimidin-5-yl)6-fluoro-7-(2-fluoro-6-hydroxyphenyl)pyrido[2,3-d]pyrimidin-2(1H)-one